C(=O)(C=C)NC(=O)OCC Acryl-Urethan